1-triethoxysilyl-3-butylthioacetate C(C)O[Si](CCC(C)CC(=S)[O-])(OCC)OCC